3-(3,4-dihydroquinolin-1(2H)-yl)-N-(quinolin-8-yl)propionamide N1(CCCC2=CC=CC=C12)CCC(=O)NC=1C=CC=C2C=CC=NC12